tert-butyl 4-phenylpiperidine-1-carboxylate C1(=CC=CC=C1)C1CCN(CC1)C(=O)OC(C)(C)C